ClC=1N=C(SC1)CCl 4-chloro-2-(chloromethyl)thiazole